C1=CC2=C3C(C(C4=CC=CC5=CC=C1C3=C45)=O)=CC=C2 6H-benzo[cd]pyren-6-one